O=C1NC(CCC1C1=CC=C(C=C1)N1CC(C1)NC(OC(C)(C)C)=O)=O tertbutyl (1-(4-(2,6-dioxopiperidin-3-yl)phenyl)azetidin-3-yl)carbamate